ClC=1C=C(C=CC1)C=1OC(=C(N1)C)C=1C=CC(N(N1)C1OCCCC1)=O 6-(2-(3-chlorophenyl)-4-methyloxazol-5-yl)-2-(tetrahydro-2H-pyran-2-yl)pyridazin-3(2H)-one